2-((2,6-diethoxy-4'-fluoro-[1,1'-biphenyl]-4-yl)methyl)-7-oxo-2,6-diazepine C(C)OC1=C(C(=CC(=C1)CN1CC(N=CC=C1)=O)OCC)C1=CC=C(C=C1)F